5-[(2-Fluorophenoxymethylthio)methyl]-1,3,4-oxadiazole-2(3H)-thione FC1=C(OCSCC2=NNC(O2)=S)C=CC=C1